CC1C(C1)NN (2-methylcyclopropyl)hydrazine